CC1(OB(OC1(C)C)CCC=1N(CCOCC1)C(=O)OC(C)(C)C)C tert-butyl 5-(2-(4,4,5,5-tetramethyl-1,3,2-dioxaborolan-2-yl)ethyl)-2,3-dihydro-1,4-oxazepine-4(7H)-carboxylate